C(#N)C1=CC(=C(CSC2=CC=CC(=N2)C=2CCN(CC2)CC2=NC3=C(N2C=C2OCC2)C=C(C=C3)C(=O)OC)C=C1)F (S)-methyl 2-((6-((4-cyano-2-fluorobenzyl) thio)-3',6'-dihydro-[2,4'-bipyridine]-1'(2'H)-yl) methyl)-1-(oxetanyl-2-ylmethyl)-1H-benzo[d]imidazole-6-carboxylate